tert-butyl (3S,5S)-3-[[4-[4-(4-bromo-3-fluoro-2-methyl-phenoxy)-2-methyl-thiazol-5-yl]pyrimidin-2-yl]amino]-5-fluoro-piperidine-1-carboxylate BrC1=C(C(=C(OC=2N=C(SC2C2=NC(=NC=C2)N[C@@H]2CN(C[C@H](C2)F)C(=O)OC(C)(C)C)C)C=C1)C)F